COC([C@@H](NC(=O)C1SCCN1)CCCCN)=O (Thiazolidine-2-carbonyl)-L-lysine methyl ester